2-((1r,2r)-1-(2-chlorophenyl)-1-(5-methyl-1H-pyrazol-1-yl)propan-2-yl)-5-hydroxy-N-(isoxazol-4-yl)-1-methyl-6-oxo-1,6-dihydropyrimidine-4-carboxamide ClC1=C(C=CC=C1)[C@@H]([C@@H](C)C=1N(C(C(=C(N1)C(=O)NC=1C=NOC1)O)=O)C)N1N=CC=C1C